CN(CC#CC(=O)N1[C@H](CC1)COC=1C=NC=CC1C1=C(C=2C(NCCC2N1)=O)NC1=C(C(=CC=C1)F)OC)C 2-(3-{[(2R)-1-[4-(dimethylamino)but-2-ynoyl]azetidin-2-yl]methoxy}pyridin-4-yl)-3-[(3-fluoro-2-methoxyphenyl)amino]-1H,5H,6H,7H-pyrrolo[3,2-c]pyridin-4-one